2-bromo-7-methylindole BrC=1NC2=C(C=CC=C2C1)C